(S)-5-(1-(azetidin-1-yl)ethyl)-1-(1H-pyrazol-4-yl)-4,6,7,8-tetrahydro-3H-9-oxa-2-thia-4-azabenzo[cd]azulen-3-one N1(CCC1)[C@@H](C)C=1NC(C=2SC(=C3OCCCC1C23)C=2C=NNC2)=O